CC1=CC=C(C=C1)NS(=O)(=O)C1=NC=CC(=C1)NC(=O)C=1C=CC=C2C=CC(OC12)=O N-(2-(N-(4-methylphenyl)amino-sulfonyl)-pyridin-4-yl)-2-oxo-2H-chromene-8-amide